NC1=CC=C2C(=N1)CCC2NC([C@H](C)NC(=O)[C@@H]2NC[C@H](C2)CC2=CC=C(C=C2)C=2C=NC=CC2)=O (2R,4S)-N-((2S)-1-((2-amino-6,7-dihydro-5H-cyclopenta[b]pyridin-5-yl)amino)-1-oxopropan-2-yl)-4-(4-(pyridin-3-yl)benzyl)pyrrolidine-2-carboxamide